ClC=1C=C2C=NC(=NC2=CC1C1C[C@@H](NCC1)C)NC=1C=NN(C1Cl)C1CC1 6-chloro-N-(5-chloro-1-cyclopropyl-1H-pyrazol-4-yl)-7-((2S)-2-methylpiperidin-4-yl)quinazolin-2-amine